C1=CC(=C(C=C1S(=O)(=O)C2=CC(=C(C=C2)F)[N+](=O)[O-])[N+](=O)[O-])F 4,4'-Difluoro-3,3'-dinitrodiphenyl sulfone